SuccinylCoA C(CCC(=O)O)(=O)SCCNC(CCNC([C@@H](C(COP(OP(OC[C@@H]1[C@H]([C@H]([C@@H](O1)N1C=NC=2C(N)=NC=NC12)O)OP(=O)(O)O)(=O)O)(=O)O)(C)C)O)=O)=O